(R)-2-benzenesulfonyl-butyric acid ethyl ester C(C)OC([C@@H](CC)S(=O)(=O)C1=CC=CC=C1)=O